BrC=1C(=C(C(=NC1)Cl)C#N)C 5-bromo-2-chloro-4-methyl-pyridine-3-carbonitrile